O=C1NC(CCC1N1C(C2=CC=C(C=C2C1)C(=O)N[C@@H](C(F)(F)F)C1=CC=C(C=C1)N1CCN(CC1)C)=O)=O 2-(2,6-dioxopiperidin-3-yl)-1-oxo-N-((R)-2,2,2-trifluoro-1-(4-(4-methylpiperazin-1-yl)phenyl)ethyl)isoindoline-5-carboxamide